CN(CCN(C1=C(C=C(C(=C1)OC)NC1=NC=NC(=C1)N1OCC[C@@H]1C1=CC=CC2=CC=CC=C12)NC(C=C)=O)C)C N-(2-((2-(dimethylamino)ethyl)(methyl)amino)-4-methoxy-5-((6-((R)-3-(naphthalene-1-yl)isoxazolidine-2-yl)pyrimidine-4-yl)amino)phenyl)acrylamide